(5RS)-2-[3-Fluoro-4-(trifluoromethyl)benzyl]-5-(pyrrolidin-1-ylcarbonyl)-5,6,7,8-tetrahydro[1,2,4]triazolo[4,3-a]pyridin-3(2H)-one FC=1C=C(CN2N=C3N([C@H](CCC3)C(=O)N3CCCC3)C2=O)C=CC1C(F)(F)F |r|